O[C@@]1(C(N(CC1)C)=O)C1=CC(=NO1)C=1C=C(C=CC1)C1=CC(=NC(=C1)OC)C(=O)N (R)-4-(3-(5-(3-hydroxy-1-methyl-2-oxopyrrolidin-3-yl)isoxazol-3-yl)phenyl)-6-methoxypyridinamide